C1(CC1)C1=C(SC=C1)B(O)O 3-(CYCLOPROPYL)THIOPHENE-2-BORONIC ACID